5'-chloro-2'-(4-methyl-2-phenylpiperazine-1-carbonyl)-7',8'-dihydro-6'H-spiro[cyclohexane-1,9'-furo[2,3-f]quinazoline]-7'-one ClC=1C=C2C(=C3C4(NC(NC13)=O)CCCCC4)OC(=C2)C(=O)N2C(CN(CC2)C)C2=CC=CC=C2